BrC(C(=O)OCC)C1=C(C(=CC=C1)C)C1CCC(CC1)OC(F)(F)F ethyl 2-bromo-2-(3-methyl-2-((1r,4r)-4-(trifluoromethoxy)cyclohexyl)-phenyl)acetate